ClC=1C=C(C=CC1Cl)NC(=O)N1C2CCC1CC=1N=C(N=CC12)C1=CC=CC=C1 (±)-N-(3,4-dichlorophenyl)-2-phenyl-6,7,8,9-tetrahydro-5H-5,8-epiminocyclohepta[d]-pyrimidine-10-carboxamide